(S)-2-(2,3,9-trimethyl-4-(4-palmitamidophenyl)-6H-thieno[3,2-f][1,2,4]triazolo[4,3-a][1,4]diazepin-6-yl)acetic acid CC1=C(C=2C(=N[C@H](C=3N(C2S1)C(=NN3)C)CC(=O)O)C3=CC=C(C=C3)NC(CCCCCCCCCCCCCCC)=O)C